N[C@H]1C[C@H](C1)NC1=NC=2N([C@H](C(NC2C(=N1)C)=O)C)C (7S)-2-((cis-3-aminocyclobutyl)amino)-7-methyl-4,8-dimethyl-7,8-dihydropteridin-6(5H)-one